tert-butyl ((S)-4-hydroxy-3-oxo 1-((S)-2-oxopiperidin-3-yl)butan-2-yl)carbamate OCC([C@H](C[C@H]1C(NCCC1)=O)NC(OC(C)(C)C)=O)=O